N-(4-{[3-({2-[(tert-butyldimethylsilyl)oxy]ethyl}sulfanyl)-6-(5-chloro-2-fluorophenyl)pyridazin-4-yl]amino}pyridin-2-yl)-2-(4-methyl-1,4-diazepan-1-yl)acetamide [Si](C)(C)(C(C)(C)C)OCCSC=1N=NC(=CC1NC1=CC(=NC=C1)NC(CN1CCN(CCC1)C)=O)C1=C(C=CC(=C1)Cl)F